COC(=O)C1=CC=C2C(=NN(C2=C1)CC(=O)OC(C)(C)C)I 1-(2-(tert-butoxy)-2-oxoethyl)-3-iodo-1H-indazole-6-carboxylic acid methyl ester